7-chloro-1-(dimethylamino)isoquinoline-4-sulfonyl chloride ClC1=CC=C2C(=CN=C(C2=C1)N(C)C)S(=O)(=O)Cl